4-ethyl-1,2-dimethyl-benzene C(C)C1=CC(=C(C=C1)C)C